1-(fluoromethyl)cyclopropanamine FCC1(CC1)N